7-(3-(2-fluoro-6-methylphenyl)cyclopentyl)pyrido[2,3-b]pyrazin-6(5H)-one FC1=C(C(=CC=C1)C)C1CC(CC1)C1=CC=2C(=NC=CN2)NC1=O